FC1(CC(C1)N1CC(CCC1)C1=NC2=NC(=CC=C2C=C1)C1=C(C=C(C=C1C)C)OC)F 2-[1-(3,3-difluorocyclobutyl)-3-piperidyl]-7-(2-methoxy-4,6-dimethyl-phenyl)-1,8-naphthyridine